(2S,4R)-4-(2-hydroxyethoxy)pyrrolidine-1,2-dicarboxylic acid 1-(tert-butyl) 2-methyl ester COC(=O)[C@H]1N(C[C@@H](C1)OCCO)C(=O)OC(C)(C)C